[N-](S(=O)(=O)C(F)(F)F)S(=O)(=O)C(F)(F)F.[N-](S(=O)(=O)C(F)(F)F)S(=O)(=O)C(F)(F)F.NC(CC)C1=NC=CN1C=C 1-aminopropyl-3-vinyl-imidazole bis(trifluoromethanesulfonimide) salt